C(C)(=O)C1=CC=C(C=C1)C(CC)(CC)N1CCN(CC1)C(=O)O 4-[3-(4-acetylphenyl)pent-3-yl]Piperazine-1-carboxylic acid